ClC1=C(C=C2C=C(NC2=C1)C=1C=CC(=NC1)N1CCOCC1)C=1C=NC=C(C1)Cl 4-(5-(6-chloro-5-(5-chloropyridin-3-yl)-1H-indol-2-yl)pyridin-2-yl)morpholine